ethyl heptadec-9-yl (2-((2-hydroxyethyl) amino) ethyl) phosphate P(=O)(OCC)(OC(CCCCCCCC)CCCCCCCC)OCCNCCO